C1(CC1)C=1C=C(C=CC1)CNCC=1C=CC=2N(C1)C=C(N2)CNC(=O)C=2N=C1N(C(C2)=O)C=CC=C1 N-{[6-({[(3-cyclopropylphenyl)methyl]amino}methyl)imidazo[1,2-a]pyridin-2-yl]methyl}-4-oxo-4H-pyrido[1,2-a]pyrimidine-2-carboxamide